(2R,3R,4R,5R)-3,4-bis(benzyloxy)-2-((benzyloxy)methyl)-5-methyltetrahydro-2H-pyran C(C1=CC=CC=C1)O[C@H]1[C@H](OC[C@H]([C@H]1OCC1=CC=CC=C1)C)COCC1=CC=CC=C1